2,3-bis(non-8-enoxy)propanal C(CCCCCCC=C)OC(C=O)COCCCCCCCC=C